3-Amino-4-(7-fluoro-1H-indazol-4-yl)-6-(3-methoxy-3-methyl-but-1-ynyl)-8-methyl-1H-1,5-naphthyridin-2-one NC=1C(NC2=C(C=C(N=C2C1C1=C2C=NNC2=C(C=C1)F)C#CC(C)(C)OC)C)=O